neodymium (2-ethylhexyl) (butyl phosphonate) C(CCC)P(OCC(CCCC)CC)([O-])=O.[Nd+3].C(C)C(COP([O-])(=O)CCCC)CCCC.C(C)C(COP([O-])(=O)CCCC)CCCC